4-(4-bromo-2-carboxy-benzofuran-5-yl)-piperazine-1-carboxylic acid tert-butyl ester C(C)(C)(C)OC(=O)N1CCN(CC1)C=1C=CC2=C(C=C(O2)C(=O)O)C1Br